aluminum (III) bis(2-methyl-8-hydroxyquinoline) 4-phenylphenolate C1(=CC=CC=C1)C1=CC=C(C=C1)[O-].CC1=NC2=C(C=CC=C2C=C1)O.CC1=NC2=C(C=CC=C2C=C1)O.[Al+3].C1(=CC=CC=C1)C1=CC=C(C=C1)[O-].C1(=CC=CC=C1)C1=CC=C(C=C1)[O-]